C1(CCC(N1OC(C(CC)C)=O)=O)=O alpha-methylbutyric acid succinimidyl ester